ClC1=CC(=C(C=C1)NC1=NC=CC2=C(C(=CC=C12)C)[N+](=O)[O-])F N-(4-chloro-2-fluorophenyl)-6-methyl-5-nitroisoquinolin-1-amine